(6-bromo-1-methyl-1H-indazol-3-yl)carbamic acid benzyl ester C(C1=CC=CC=C1)OC(NC1=NN(C2=CC(=CC=C12)Br)C)=O